4-[6-(1-cyano-1-methylethyl)pyrazolo[1,5-a]pyridin-3-yl]-N-[(1R,2S)-2-fluorocyclopropyl]-2,6-dimethoxybenzamide C(#N)C(C)(C)C=1C=CC=2N(C1)N=CC2C2=CC(=C(C(=O)N[C@H]1[C@H](C1)F)C(=C2)OC)OC